(S)-1-(2-((S)-4-(difluoromethyl)-2-oxooxazolidin-3-yl)-3-methyl-5,6-dihydrobenzo[f]imidazo[1,2-d][1,4]oxazepin-9-yl)pyrrolidine-2-carboxamide FC([C@H]1N(C(OC1)=O)C=1N=C2N(CCOC3=C2C=CC(=C3)N3[C@@H](CCC3)C(=O)N)C1C)F